[Na+].C(=C)C1=CC=C(C=C1)S(=O)[O-] 4-ethenylbenzenesulfinic acid sodium salt